1-(4-(6-(4-(hydroxymethyl)pyrimidin-2-yl)pyridin-3-yl)piperazin-1-yl)ethan-1-one OCC1=NC(=NC=C1)C1=CC=C(C=N1)N1CCN(CC1)C(C)=O